2-(((3-(diethylamino)propoxy)carbonyl)oxy)tetradecyl-4,4-bis((2-ethylhexyl)oxy)butanoate C(C)N(CCCOC(=O)OC(COC(CCC(OCC(CCCC)CC)OCC(CCCC)CC)=O)CCCCCCCCCCCC)CC